COC=1C=CC(=C(C1)NCCNC(C)=O)[N+](=O)[O-] N-(2-((5-methoxy-2-nitrophenyl)amino)ethyl)acetamide